C(N)(=O)C=1C(=NC(=C(N1)CC)N(C)C)NC=1C=C(O[C@@H](CNC(OC(C)(C)C)=O)C)C=C(C1)F tert-butyl (R)-(2-(3-((3-carbamoyl-6-(dimethylamino)-5-ethylpyrazin-2-yl)amino)-5-fluorophenoxy)propyl)carbamate